NC1=CC(=C(OC2=C3C(=NC=C2)NC(C3)=O)C=C1)F 4-(4-amino-2-fluorophenoxy)-1,3-dihydro-2H-pyrrolo[2,3-b]pyridin-2-one